5-CHLORO-4-METHYL-PYRIDINE-2-CARBALDEHYDE ClC=1C(=CC(=NC1)C=O)C